(2-morpholinothiazole-4-carbonyl)-Z-serinate O1CCN(CC1)C=1SC=C(N1)C(=O)N[C@@H](CO)C(=O)[O-]